C1(=CC=C(C=C1)N(C1=CC(=C(C=C1)C1=CC=C(C=C1)C1=CC=C(C=C1)N(C1=CC=CC=C1)C1=CC=C(C=C1)C1=CC=CC=C1)C1=CC=CC=C1)C1=CC=CC=C1)C1=CC=CC=C1 4,4''-bis{(biphenyl-4-yl)-phenylamino}-2-phenyl-1,1':4',1''-terphenyl